2-ethynyl-N-(2-methoxybenzyl)thiazole-4-carboxamide C(#C)C=1SC=C(N1)C(=O)NCC1=C(C=CC=C1)OC